(S)-8-ethoxy-N-(5-fluoro-1-methyl-2-oxo-1,2-dihydropyridin-3-yl)-2-(tetrahydro-2H-pyran-3-yl)imidazo[1,2-a]pyrazine-6-carboxamide C(C)OC=1C=2N(C=C(N1)C(=O)NC=1C(N(C=C(C1)F)C)=O)C=C(N2)[C@H]2COCCC2